di-tert-Butyl (((((3aS,4S,6aR)-6-(6-chloro-4-(cyclopentylamino)-1H-pyrazolo[3,4-d]pyrimidin-1-yl)-2,2-dimethyltetrahydrofuro[3,4-d][1,3]dioxol-4-yl)methyl)thio)methyl)phosphonate ClC1=NC(=C2C(=N1)N(N=C2)C2O[C@@H]([C@@H]1[C@H]2OC(O1)(C)C)CSCP(OC(C)(C)C)(OC(C)(C)C)=O)NC1CCCC1